CS(=O)(=O)OC1CCC(CC1)(C(F)(F)F)O (4-hydroxy-4-(trifluoromethyl) cyclohexyl) methanesulfonate